ClC=1C=C(C=CC1C(=O)N1CCN(CC1)C(=O)C1CCNCC1)NC(=O)C=1N(C(=CN1)C=1C(=NC(=C(C1)F)N(C)C)F)C N-[3-chloro-4-[4-(piperidine-4-carbonyl)piperazine-1-carbonyl]phenyl]-5-[6-(dimethylamino)-2,5-difluoro-3-pyridinyl]-1-methyl-imidazole-2-carboxamide